C(C)OC(CCP(=O)(OC)OC1=CC(=CC(=C1C1CCCC(=C1)C)OP(=O)(OC)CCC(=O)OCC)CCCCC)=O ethyl 3-(((6-(((3-ethoxy-3-oxopropyl)(methoxy)phosphoryl)oxy)-5'-methyl-4-pentyl-1',2',3',4'-tetrahydro-[1,1'-biphenyl]-2-yl)oxy)(methoxy)phosphoryl)propanoate